ethyl benzo[d][1,3]dioxole-4-carboxylate O1COC2=C1C=CC=C2C(=O)OCC